C(C1=CC=CC=C1)ON benzyloxyamine